tris-(hydroxypropyltriazolylmethyl)amine OCCCC(C=1N=NNC1)N(C(CCCO)C=1N=NNC1)C(CCCO)C=1N=NNC1